(E)-4-(cyclohexyl-(hydroxy)methyl)-2-(2-phenylhydrazino)pent-4-enoic acid ethyl ester C(C)OC(C(CC(=C)C(O)C1CCCCC1)NNC1=CC=CC=C1)=O